C(C)(C)(C)NC(C(C)N1CC(CCC1)C=O)=O N-TERT-BUTYL-2-(3-FORMYLPIPERIDIN-1-YL)PROPANAMIDE